BrC=1C=C2N(N=CC(=C2Cl)C(=NC2=C(C=C(C=C2)O[Si](C)(C)C(C)(C)C)CC)N)C1 6-bromo-N'-[4-[tert-butyl(dimethyl)silyl]oxy-2-ethyl-phenyl]-4-chloro-pyrrolo[1,2-b]pyridazine-3-carboxamidine